C(C)(C)(C)OC(=O)N1C[C@H]([C@@H](C1)C1=C(C=CC=C1)F)C(=O)O trans-1-(tert-Butoxycarbonyl)-4-(2-fluorophenyl)pyrrolidine-3-carboxylic acid